3-(4-amino-2-fluorophenyl)-5-bromopyridin-2-yl-ammonia NC1=CC(=C(C=C1)C=1C(=NC=C(C1)Br)N)F